CC1=C(C=C(C=N1)O)C1CCN(CC1)S(=O)(=O)C1=NC2=CC=CC=C2C=C1 6-methyl-5-(1-(quinoline-2-sulfonyl)-piperidin-4-yl)-3-hydroxy-pyridine